F[P-](F)(F)(F)(F)F.F[P-](F)(F)(F)(F)F.C1(=CC=CC=C1)SC1=CC=CC=C1 diphenyl sulfide bis(hexafluorophosphate)